BrC1=CC=C(C=C1)CN1CCC(CC1)(C)OC(C)=O acetic acid [1-[(4-bromophenyl) methyl]-4-methyl-4-piperidinyl] ester